C(OCC1=CC=CC=C1)(OC[C@@H]1[C@H](CC(C1)=O)OC(=O)OCC1=CC=CC=C1)=O benzyl (((1R,2S)-2-(((benzyloxy)carbonyl)oxy)-4-oxocyclopentyl)methyl) carbonate